C12(CC(C1)C2)NC(C2=C(C=C(C=C2)Br)NS(=O)(=O)C)=O N-(bicyclo[1.1.1]pentan-1-yl)-4-bromo-2-(methanesulfonamido)benzamide